hexa[(trimethylsilyl)ethyl]benzene C[Si](C)(C)CCC1=C(C(=C(C(=C1CC[Si](C)(C)C)CC[Si](C)(C)C)CC[Si](C)(C)C)CC[Si](C)(C)C)CC[Si](C)(C)C